3β,5β-androstanediol C[C@@]12[C@@H](O)CC[C@H]1[C@@H]1CC[C@@H]3C[C@@H](O)CC[C@]3(C)[C@H]1CC2